(3S)-N-(3-(2-((1S)-1-amino-3-azabicyclo[3.1.0]hexan-3-yl)-6-morpholinopyridin-4-yl)-4-methylphenyl)-3-(2,2,2-trifluoroethyl)pyrrolidine-1-carboxamide N[C@@]12CN(CC2C1)C1=NC(=CC(=C1)C=1C=C(C=CC1C)NC(=O)N1C[C@@H](CC1)CC(F)(F)F)N1CCOCC1